C(C)(=O)NCCN1N=C(C(=C1)NC(=O)C=1C=NN2C1N=CC=C2)C2=C(C=CC(=C2)Cl)OC N-(1-(2-acetamidoethyl)-3-(5-chloro-2-methoxyphenyl)-1H-pyrazol-4-yl)pyrazolo[1,5-a]pyrimidine-3-carboxamide